7-(1-(4-amino-3-(3-fluoro-4-isopropoxyphenyl)-1H-pyrazolo[3,4-d]pyrimidin-1-yl)ethyl)-3-chloro-6-phenyl-5H-thiazolo[3,2-a]pyridin-5-one NC1=C2C(=NC=N1)N(N=C2C2=CC(=C(C=C2)OC(C)C)F)C(C)C=2C=C1N(C(C2C2=CC=CC=C2)=O)C(=CS1)Cl